(S)-2-octylamine C[C@@H](CCCCCC)N